Cl.NC=1C(N(C=CC1)C1CC2CCC(C1)O2)=O 3-amino-1-(cis-8-oxabicyclo[3.2.1]octan-3-yl)pyridin-2(1H)-one hydrochloride